COC1=NC2=CC(=CC(=C2N=C1)C=1SC2=C(N1)C(=CC1=C2OCCO1)C(O)C1(CC1)C(F)(F)F)C (2-(2-methoxy-7-methylquinoxalin-5-yl)-7,8-dihydro-[1,4]dioxino[2',3':3,4]benzo[1,2-d]thiazol-4-yl)(1-(trifluoromethyl)cyclopropyl)methanol